CN1N=CC2=CC(=CC=C12)C=1N=C2N(C(C1)=O)C=C(C=C2)N2C[C@@H](NCC2)C 2-(1-methyl-1H-indazol-5-yl)-7-[(3S)-3-methylpiperazin-1-yl]-4H-pyrido[1,2-a]pyrimidin-4-one